C(C1=CC=CC=C1)C1=NOC(=N1)/C=C/C=1C=C(C(=CC1)O)O 4-[(E)-2-(3-benzyl-1,2,4-oxadiazol-5-yl)ethenyl]benzene-1,2-diol